N-ethyl-2-(1-phenyl-1H-pyrazol-4-yl)-N-(piperidin-3-yl)-1,3-thiazole-4-carboxamide C(C)N(C(=O)C=1N=C(SC1)C=1C=NN(C1)C1=CC=CC=C1)C1CNCCC1